1-hexyne-1,3-diol C(#CC(CCC)O)O